O1C(COCC1)C(=O)N1CC2(C1)CC(C2)N2N=CC(=C2C(=O)NC2=NC=C(C=C2C)C#CC=2SC=CC2)Cl 1-(2-(1,4-dioxane-2-carbonyl)-2-azaspiro[3.3]heptan-6-yl)-4-chloro-N-(3-methyl-5-(thiophen-2-ylethynyl)pyridin-2-yl)-1H-pyrazole-5-carboxamide